C1(CC1)C1(CNC1)F 3-cyclopropyl-3-fluoro-azetidine